3-{2-[3-(2,4-diamino-6-ethylpyrimidin-5-yloxy)propoxy]phenyl}propanoic acid NC1=NC(=C(C(=N1)N)OCCCOC1=C(C=CC=C1)CCC(=O)O)CC